ClC=1C=CC(=C(C1)NC(=O)C=1N=NN(C1)C1=C(C=CC(=C1)O)F)C N-(5-chloro-2-methylphenyl)-1-(2-fluoro-5-hydroxyphenyl)-1H-1,2,3-triazole-4-carboxamide